tert-Butyl 4-[3-[4-[3-cyano-4-[(1R)-1-(2-pyridyl)ethoxy]pyrazolo[1,5-a]pyridin-6-yl]-5-methyl-triazol-1-yl]azetidin-1-yl]piperidine-1-carboxylate C(#N)C=1C=NN2C1C(=CC(=C2)C=2N=NN(C2C)C2CN(C2)C2CCN(CC2)C(=O)OC(C)(C)C)O[C@H](C)C2=NC=CC=C2